5-(5-(morpholin-2-ylmethylamino)-6-(oxazol-2-yl)pyridazin-3-ylamino)pyrazine-2-carbonitrile N1CC(OCC1)CNC=1C=C(N=NC1C=1OC=CN1)NC=1N=CC(=NC1)C#N